C1(CC1)NC(C1=C(C=C(C=C1OC)C1=CN=C2N1C=CC(=C2)C(C)(C)OCC)OC(F)F)=O N-cyclopropyl-2-(difluoromethoxy)-4-[7-(1-ethoxy-1-methyl-ethyl)imidazo[1,2-a]pyridin-3-yl]-6-methoxy-benzamide